C(C1=CC=CC=C1)N(CC(O)C1=NC=CC=C1)CCO 2-(Benzyl(2-hydroxyethyl)amino)-1-(pyridin-2-yl)ethane-1-ol